FC1(CCN(CCC1)C1=NC2=NC=CC=C2C=C1C(=O)NC1=CC(=CC=C1)S(=O)(=N)C)F 2-(4,4-difluoroazepan-1-yl)-N-(3-(S-methylsulfonimidoyl)phenyl)-1,8-naphthyridine-3-carboxamide